N1(CCCC1)CC=1C=CC(=NC1)/C=C/C1=NN(C2=CC(=CC=C12)N)C1OCCCC1 3-[(trans)-2-[5-(pyrrolidin-1-ylmethyl)-2-pyridyl]vinyl]-1-tetrahydropyran-2-ylindazole-6-Amine